3-chloro-2-hydroxy-propanesulfonic acid sodium salt [Na+].ClCC(CS(=O)(=O)[O-])O